2-Chloro-4-((furan-2-ylmethyl)amino)-5-(hydroxymethyl)-N-methylbenzenesulfonamide ClC1=C(C=C(C(=C1)NCC=1OC=CC1)CO)S(=O)(=O)NC